NC1=NC2=CC(=C3C(=C2C=C1)C(NC3C3=C(C=CC(=C3)F)Cl)=O)NC(C3=CC(=CC(=C3)C(F)(F)F)F)=O N-(7-amino-3-(2-chloro-5-fluorophenyl)-1-oxo-2,3-dihydro-1H-pyrrolo[3,4-f]quinolin-4-yl)-3-fluoro-5-(trifluoromethyl)benzamide